Molybdenum-Zinc [Zn].[Mo]